3,11-Diisopropyl-7-methoxy-2,12-dimethyl-6,8-dioxo-3,4,5,9,10,11-hexaazatridec-4,9-diene 4,10-dioxide C(C)(C)N(C(C)C)[N+](=NC(C(C(N=[N+](N(C(C)C)C(C)C)[O-])=O)OC)=O)[O-]